Chromium Nitrate [N+](=O)([O-])[O-].[Cr+3].[N+](=O)([O-])[O-].[N+](=O)([O-])[O-]